[SeH-]=[Se].P(O)(O)(O)=O phosphoric acid diselenide